(E)-4-(2,6,6-trimethylcyclohex-1-en-1-yl)but-3-en-2-one methyl-6-(((6-cyanopyridin-3-yl)methyl)carbamoyl)-5-hydroxy-1,7-naphthyridine-2-carboxylate COC(=O)C1=NC2=CN=C(C(=C2C=C1)O)C(NCC=1C=NC(=CC1)C#N)=O.CC1=C(C(CCC1)(C)C)/C=C/C(C)=O